2-fluoro-3-methoxypropan-1-amine hydrochloride Cl.FC(CN)COC